Ethyl-trin-butoxysilan C(C)[Si](OCCCC)(OCCCC)OCCCC